C1=CC=C(C(=C1)C(=O)C(=O)O)N The molecule is a 2-oxo monocarboxylic acid that is glyoxylic acid in which the aldehydic hydrogen is replaced by a 2-aminophenyl group. It has a role as a bacterial xenobiotic metabolite. It is a 2-oxo monocarboxylic acid and a substituted aniline. It derives from a glyoxylic acid. It is a conjugate acid of a 2-aminophenylglyoxylate.